C(C)C(CCCCC)OC(C1=CC=C(C(=O)OC(CCCCC)CC)C=C1)=O.OC=1C=C(C=C(C1C(C)C)O)C=CC1=CC=CC=C1 3,5-dihydroxyl-4-isopropyl-stilbene Di(ethylhexyl)terephthalate